3-allyl-4,5-dimethoxy-benzaldehyde C(C=C)C=1C=C(C=O)C=C(C1OC)OC